tert-butyl 6-bromoimidazo[1,2-a]pyrazin-8-yl(4-(4-(oxetan-3-yl)piperazin-1-yl)phenyl)carbamate BrC=1N=C(C=2N(C1)C=CN2)N(C(OC(C)(C)C)=O)C2=CC=C(C=C2)N2CCN(CC2)C2COC2